5-((S)-4-hydroxy-4-methyl-isoxazolidine-2-carbonyl)-1-isopropyl-3-methyl-6-(3-methyl-5-trifluoromethyl-1H-pyrazol-4-ylmethyl)-1H-thieno[2,3-d]pyrimidine-2,4-dione O[C@]1(CN(OC1)C(=O)C1=C(SC=2N(C(N(C(C21)=O)C)=O)C(C)C)CC=2C(=NNC2C(F)(F)F)C)C